(1r,4r)-1-Methyl-4-((4-(oxetan-3-yloxy)-5-(quinolin-6-yl)pyrrolo[2,1-f][1,2,4]triazin-2-yl)amino)cyclohexan-1-ol CC1(CCC(CC1)NC1=NN2C(C(=N1)OC1COC1)=C(C=C2)C=2C=C1C=CC=NC1=CC2)O